N-(2-Isopropyl-4-oxo-4H-quinazolin-3-yl)-2-(4-methoxy-phenyl)-propionamide C(C)(C)C1=NC2=CC=CC=C2C(N1NC(C(C)C1=CC=C(C=C1)OC)=O)=O